6-((5-cyclopentyl-1-methyl-3-oxoisoindolin-2-yl)methyl)benzo[d]oxazol-2(3H)-one C1(CCCC1)C=1C=C2C(N(C(C2=CC1)C)CC1=CC2=C(NC(O2)=O)C=C1)=O